ClC1=NC=CC=C1C(=O)NC1=C(C=CC=C1)C1=CC=C(C=C1)Cl 2-chloro-N-[2-(4-chlorophenyl)phenyl]pyridine-3-carboxamide